ClC=1C=CC2=C(C3=C(O2)C(=CC=C3)C3=C2C=CC=CC2=C(C2=CC=CC=C32)C3=CC=C(C=C3)C3=NC2=C(N3C3=CC=CC=C3)C=CC=C2)C1 2-(4-(10-(8-chlorodibenzofuran-4-yl)anthracen-9-yl)phenyl)-1-phenyl-1h-benzimidazole